(S)-(4-methyloxazol-5-yl)(4-(pyrazolo[1,5-a]pyridin-2-yl)-6,7-dihydro-1H-imidazo[4,5-c]pyridin-5(4H)-yl)methanone CC=1N=COC1C(=O)N1[C@@H](C2=C(CC1)NC=N2)C2=NN1C(C=CC=C1)=C2